ClCC[SiH2]C(OC)OC 2-chloroethyl-(dimethoxymethylsilane)